1-(pyridin-4-yl)-1H-pyrazol-4-amine N1=CC=C(C=C1)N1N=CC(=C1)N